3,9-bis(2-(4,4-dimethylcyclohex-ylidene)ethyl)-2,4,8,10-tetraoxaspiro[5.5]undecane CC1(CCC(CC1)=CCC1OCC2(CO1)COC(OC2)CC=C2CCC(CC2)(C)C)C